2-cyclopropyl-4-methylpyridin-3-amine C1(CC1)C1=NC=CC(=C1N)C